4-fluoro-2-(1H-pyrazol-1-yl)aniline FC1=CC(=C(N)C=C1)N1N=CC=C1